5,6,8,9,10,11-hexahydro-7H-pyrido[3',4':4,5]pyrrolo[2,3-f]isoquinolin-7-one C1=CN=CC=2CCC3=C(C12)NC1=C3C(NCC1)=O